COC(=O)C1(C(C1)C=C)C(=O)O vinylcyclopropanedicarboxylic acid methyl ester